CN1C(=CC(=C1)NC(=O)C=1N(C=CN1)C)C(=O)O 1-methyl-4-(1-methyl-1H-imidazole-2-carboxamido)-1H-pyrrole-2-carboxylic acid